CS(=O)(=O)[O-] Methanyl-Sulfonate